3,5-dimethyl-2-[6-(3-methyl-3,6-diazabicyclo[3.2.2]nonan-6-yl)pyridazin-3-yl]phenol CC=1C(=C(C=C(C1)C)O)C=1N=NC(=CC1)N1C2CN(CC(C1)CC2)C